C(CCC)C1=NC=2C(=C(N=NC2N)NC(C)C)N1CC1=CC=C(C=C1)OC 2-butyl-N7-isopropyl-1-(4-methoxybenzyl)-1H-imidazo[4,5-d]pyridazin-4,7-diamine